BrC(=O)[O-].[K+] potassium bromocarboxylate